(4S)-3-{(2S)-2-[(1S)-1-ethoxycarbonyl-3-phenylpropylamino]Propionyl}-1-methyl-2-oxoimidazolidine-4-carboxylic acid monohydrochloride Cl.C(C)OC(=O)[C@H](CCC1=CC=CC=C1)N[C@H](C(=O)N1C(N(C[C@H]1C(=O)O)C)=O)C